1-(deca-1,7-dien-1-yl)-4-methoxybenzene C(=CCCCCC=CCC)C1=CC=C(C=C1)OC